NC=1C(=C(C(=C(C1)CN(C)C(=O)OC(C)(C)C)OC)C#N)C(=O)C1=C(C=CC(=C1)F)Cl 2-methylpropan-2-yl [({5-amino-4-[(2-chloro-5-fluorophenyl)carbonyl]-3-cyano-2-methoxyphenyl}methyl)(methyl)amino]methanoate